tert-butyl (1R,2S,3S,5S,6R,7S)-3-{[(1S)-1-carbamoyl-2-[(3S)-2-oxopyrrolidin-3-yl]ethyl]carbamoyl}-5-methyl-4-azatricyclo[5.2.1.0^{2,6}]dec-8-ene-4-carboxylate C(N)(=O)[C@H](C[C@H]1C(NCC1)=O)NC(=O)[C@@H]1[C@H]2[C@H]3C=C[C@@H]([C@H]2[C@@H](N1C(=O)OC(C)(C)C)C)C3